CC=1NC=2N(C(C1)=O)N=C(C2N2CCCCC2)C2=CC=CC=C2 5-methyl-2-phenyl-3-(piperidin-1-yl)pyrazolo[1,5-a]pyrimidin-7(4H)-one